((3R)-4-(4-(6-(bis(4-methoxybenzyl)amino)-4-methyl-3-(trifluoromethyl)pyridin-2-yl)-7-chloro-5-fluoro-1H-pyrazolo[3,4-f]quinazolin-9-yl)morpholin-3-yl)methanol COC1=CC=C(CN(C2=CC(=C(C(=N2)C2=C3C(=C4C(=NC(=NC4=C2F)Cl)N2[C@@H](COCC2)CO)NN=C3)C(F)(F)F)C)CC3=CC=C(C=C3)OC)C=C1